5-(3-fluoro-3-phenylazetidine-1-carbonyl)-6-methyl-N-(1-methylcyclopropyl)furo[2,3-d]pyrimidin-4-amine FC1(CN(C1)C(=O)C1=C(OC=2N=CN=C(C21)NC2(CC2)C)C)C2=CC=CC=C2